C(#N)C(CNC1=CC=C(C=C1)N)C#N N-dicyanoethyl-1,4-phenylenediamine